C1(CC1)N1CC(C1)OC1=CC=C(OC=2C3=C(SC2C(=O)C2=C(C=C(C=C2C)F)C)C=C(C=C3)O)C=C1 (3-(4-((1-cyclopropylazetidin-3-yl)oxy)phenoxy)-6-hydroxybenzo[b]thiophen-2-yl)(4-fluoro-2,6-dimethylphenyl)methanone